(E)-1H-pyrazole-5-carboxylic acid N1N=CC=C1C(=O)O